7-((5-chloropyridin-2-yl)methyl)-1-(3-hydroxypropyl)-3-methyl-8-(2-(trifluoromethoxy)phenyl)-1H-purine-2,6(3H,7H)-dione ClC=1C=CC(=NC1)CN1C(=NC=2N(C(N(C(C12)=O)CCCO)=O)C)C1=C(C=CC=C1)OC(F)(F)F